C1(CC1)C=1C=NN(C1CO[C@H]1[C@@H]2CN([C@H](C1)C2)C2=CC=C(C(=O)NS(=O)(=O)C1CC(OCC1)(C)C)C=C2)C2=C(C=CC=C2Cl)Cl 4-[(1S,4S,5R)-5-{[4-cyclopropyl-1-(2,6-dichlorophenyl)-1H-pyrazol-5-yl]methoxy}-2-azabicyclo[2.2.1]heptan-2-yl]-N-[(2,2-dimethyloxane-4-yl)sulfonyl]benzamide